L-4,6-diamino-2-phenylindole NC1=C2C=C(NC2=CC(=C1)N)C1=CC=CC=C1